C(C)OC(CCCC(=O)N1CC(N(CC1)C(=O)C1=CC=C2C(=N1)C(CN2C2=CC(=C(C=C2)Cl)F)(C)C)(C)C)=O 5-(4-(1-(4-chloro-3-fluorophenyl)-3,3-dimethyl-2,3-dihydro-1H-pyrrolo[3,2-b]pyridine-5-carbonyl)-3,3-dimethylpiperazin-1-yl)-5-oxopentanoic acid ethyl ester